N1(CCCC1)C(=O)C=1C=NC=CC1 3-(pyrrolidine-1-carbonyl)pyridine